N7-(1-methyl-1H-pyrazol-4-yl)methyl-2-(1H-pyrazol-5-yl)thieno[3,2-b]pyridine-5,7-diamine CN1N=CC(=C1)CNC1=C2C(=NC(=C1)N)C=C(S2)C2=CC=NN2